C(C)(=O)N1CCN(CC1)C1=CC=C(NC2=NC(=C3N=CNC3=N2)OC=2C=C(C=CC2)NC(C=C)=O)C=C1 N-(3-(2-(4-(4-acetylpiperazin-1-yl)anilino)-9H-purin-6-yloxy)phenyl)acrylamide